2-methylbutyl (7E)-7,9-decadienoate C(CCCCC\C=C\C=C)(=O)OCC(CC)C